CC1(CCC(CC1)C1=CC=C(C=C1)NCCN)C N1-(4-(4,4-dimethylcyclohexyl)phenyl)ethane-1,2-diamine